S(=O)(=O)([O-])[O-].[Al+2].C([O-])(O)=O.[NH4+] ammonium bicarbonate aluminum sulfate